FC(CN[C@H](C)C1=CN=C(C2=CC=CC=C12)OC)(F)F (R)-2,2,2-trifluoro-N-[1-(1-methoxy-4-isoquinolyl)ethyl]ethanamine